ethyl (2S,5S,E)-7-(dimethylcarbamoyl)-14-heptyl-2-isobutyl-3,15-dioxo-1,4-diazacyclopentadec-9-ene-5-carboxylate CN(C(=O)C1C[C@H](NC([C@@H](NC(C(CCC/C=C/C1)CCCCCCC)=O)CC(C)C)=O)C(=O)OCC)C